FC(S(=O)(=O)C=1N=C2N(N1)[C@@H](C[C@@H]2F)C2=CC(=CC(=C2)F)F)F (5s,7s)-2-(difluoromethylsulfonyl)-5-(3,5-difluorophenyl)-7-fluoro-6,7-dihydro-5H-pyrrolo[1,2-b][1,2,4]triazole